FCC(=O)C1=CC=CC=C1 alpha-fluoroacetophenone